(4-(2-((4-(4'-chloro-5'-oxo-5'H-spiro[cyclohexane-1,7'-indolo[1,2-a]quinazolin]-10'-yl)cyclohexyl)methyl)-2,7-diazaspiro[3.5]nonan-7-yl)-3-fluorophenyl)piperidine-2,6-dione ClC=1C=2C(N=C3N(C2C=CC1)C1=CC(=CC=C1C31CCCCC1)C1CCC(CC1)CN1CC3(C1)CCN(CC3)C3=C(C=C(C=C3)N3C(CCCC3=O)=O)F)=O